S1CCNC=C1 3,4-dihydro-2H-1,4-thiazine